1-(4-(2-(3-(dimethylamino)propyl)-6-(2-hydroxyphenyl)-2H-indazol-3-yl)piperidin-1-yl)-2-propen-1-one CN(CCCN1N=C2C=C(C=CC2=C1C1CCN(CC1)C(C=C)=O)C1=C(C=CC=C1)O)C